5-[9-ethyl-6-(2-methylbenzoyl)-9H-carbazole-3-yl]-5-oxopentanoate C(C)N1C2=CC=C(C=C2C=2C=C(C=CC12)C(CCCC(=O)[O-])=O)C(C1=C(C=CC=C1)C)=O